C(C1=CC=CC=C1)OC1=CC=C(CN2C(C3=CC=C(C=C3C2=O)C(=C)C)=O)C=C1 2-(4-(benzyloxy)benzyl)-5-(prop-1-en-2-yl)isoindoline-1,3-dione